N-((S)-1-hydroxy-3-((S)-2-oxopiperidin-3-yl)propan-2-yl)pentanamide OC[C@H](C[C@H]1C(NCCC1)=O)NC(CCCC)=O